1-(1-(1H-Imidazol-5-yl)ethyl)-4-(dimethylamino)-7-(trifluoromethyl)pyrido[2,3-d]pyrimidin-2(1H)-one N1C=NC=C1C(C)N1C(N=C(C2=C1N=C(C=C2)C(F)(F)F)N(C)C)=O